BrC1=CN=CC(=N1)C#N 6-bromopyrazine-2-carbonitrile